ClC=1C=C2C(C(=CN(C2=CC1N1CC2=NC=CC=C2C1)C1=C(C=C(C=C1)CO)F)C(=O)O)=O 6-chloro-7-(5,7-dihydro-6H-pyrrolo[3,4-b]pyridin-6-yl)-1-(2-fluoro-4-(hydroxymethyl)-phenyl)-4-oxo-1,4-dihydroquinoline-3-carboxylic acid